4-(difluoromethyl)-13-(2,6-difluorophenyl)-11-methyl-7-thia-9,12-diazatricyclo[6.5.0.02,6]Tridec-1(8),2(6),12-triene-10-imine FC(C1CC=2C=3C(=NC(C(NC3SC2C1)=N)C)C1=C(C=CC=C1F)F)F